C(C)(C)(C)N1N=NC(=C1C(=O)NN(C(=O)OC)CC1=C(C=C(C=C1)C)C)OC1=CC(=CC=C1)Cl Methyl 2-(1-(tert-butyl)-4-(3-chlorophenoxy)-1H-1,2,3-triazole-5-carbonyl)-1-(2,4-dimethylbenzyl)hydrazine-1-carboxylate